COCCOC(C(C)(C)OC(C1=C(C=C(C(=C1)N1C(N(C(=CC1=O)C(F)F)C)=O)F)Cl)=O)=O 1-(2-methoxyethoxy)-2-methyl-1-oxopropan-2-yl-2-chloro-5-[4-(difluoromethyl)-3-methyl-2,6-dioxo-3,6-dihydropyrimidin-1(2H)-yl]-4-fluorobenzoate